ClC1=NC=C(C(=N1)C=1C=C2C=C(C(=NC2=C(C1)F)C)C(C)(C)O)Cl 2-(6-(2,5-dichloropyrimidin-4-yl)-8-fluoro-2-methylquinolin-3-yl)propan-2-ol